NC=1C=C(C=C2C=C(N=CC12)NC(=O)[C@H]1[C@@H](C1)C=1C=NN(C1)C)C1=C(C=CC=C1F)F (1R,2R)-N-(8-amino-6-(2,6-difluorophenyl)isoquinolin-3-yl)-2-(1-methyl-1H-pyrazol-4-yl)cyclopropanecarboxamide